6-(5-chloro-2-methoxy-4-methylphenyl)-N-[(2,4-dimethoxyphenyl)methyl]-4-methylphthalazin-1-amine ClC=1C(=CC(=C(C1)C=1C=C2C(=NN=C(C2=CC1)NCC1=C(C=C(C=C1)OC)OC)C)OC)C